O1CCN(CC1)CCOC=1C=CC(=C(C1)C=1C(=NC(=CC1)C=1C=NNC1)C(=O)N)N1CCCCC1 (5-(2-morpholinoethoxy)-2-(piperidin-1-yl)phenyl)-6-(1H-pyrazol-4-yl)picolinamide